BrC=1SC(=C(N1)C)C#N 2-Bromo-4-methylthiazole-5-carbonitrile